2-amino-N-(1-benzofuran-6-ylmethyl)-3-methyl-N-((5-(trifluoromethyl)-2-pyridinyl)methyl)-6-quinolinecarboxamide NC1=NC2=CC=C(C=C2C=C1C)C(=O)N(CC1=NC=C(C=C1)C(F)(F)F)CC1=CC2=C(C=CO2)C=C1